OC=1C=C(C=C(C(=O)OC(C)C)C#N)C=CC1O isopropyl 3,4-dihydroxy-α-cyanocinnamate